NCC(O)C=1N=CC(=NC1)C1=C(C=C(C#N)C=C1)OC=1N(N=C(C1)C1CCC1)C 4-[5-(2-amino-1-hydroxyethyl)pyrazin-2-yl]-3-(5-cyclobutyl-2-methylpyrazol-3-yl)oxybenzonitrile